N-(1-(2-(cyclopropanesulfonamido)thiazol-4-yl)propyl)-4-(6-ethoxypyrazin-2-yl)-2-fluoro-N-methylbenzamide C1(CC1)S(=O)(=O)NC=1SC=C(N1)C(CC)N(C(C1=C(C=C(C=C1)C1=NC(=CN=C1)OCC)F)=O)C